C(CCCCCCCCC)(=O)N[C@@H]([C@H](O)C)C(=O)O decanoyl-L-threonine